5-amino-2-(pyrrolidinomethyl)phenol NC=1C=CC(=C(C1)O)CN1CCCC1